BrC1=C(C=C2C(=NN=C(C2=C1)N[C@H](C)C=1C(=C(C#N)C=CC1)C)C)F (R)-3-(1-((7-bromo-6-fluoro-4-methylphthalazin-1-yl)amino)ethyl)-2-methylbenzonitrile